ClC=1C=C(C=CC1C1CC1)C=1C=C2CCC(C2=CC1)N1CC(CCC1)C(=O)O 1-(5-(3-chloro-4-cyclopropylphenyl)-2,3-dihydro-1H-inden-1-yl)piperidine-3-carboxylic acid